2-bromo-4'-hydroxyacetophenone BrCC(=O)C1=CC=C(C=C1)O